ethyl 2-(2-((5-(3-(aminomethyl)phenyl)-6-methylbenzofuran-3-yl)methoxy)phenyl)acetate NCC=1C=C(C=CC1)C=1C(=CC2=C(C(=CO2)COC2=C(C=CC=C2)CC(=O)OCC)C1)C